COC1=NC=CC=C1C=1C=NN2C1N=C(C=C2)N2CC1N(CC2)C(N(C1)CC(C)C)=O hexahydro-7-[3-(2-methoxy-3-pyridyl)pyrazolo[1,5-a]pyrimidin-5-yl]-2-(2-methylpropyl)imidazo[1,5-a]pyrazin-3(2H)-one